(R)-3-amino-4-(5-(4-((5-chloro-3-fluoropyridin-2-yl)oxy)phenyl)-2H-tetrazol-2-yl)butanoic acid N[C@H](CC(=O)O)CN1N=C(N=N1)C1=CC=C(C=C1)OC1=NC=C(C=C1F)Cl